S1C=NC2=C1C(=CC=C2)C2=CC=C(C=C2)[C@H](CO)NC(N(C)C=2N=C(SC2)C#C)=O (R)-3-(1-(4-(benzo[d]thiazol-7-yl)phenyl)-2-hydroxyethyl)-1-(2-ethynyl-thiazol-4-yl)-1-methylurea